N-{4-[3-Anilino-4-oxo-6-(trifluoromethyl)-4,5,6,7-tetrahydro-1H-pyrrolo[3,2-c]pyridin-2-yl]pyridin-2-yl}-2-(4-fluorophenyl)acetamid N(C1=CC=CC=C1)C1=C(NC2=C1C(NC(C2)C(F)(F)F)=O)C2=CC(=NC=C2)NC(CC2=CC=C(C=C2)F)=O